t-butyl-(cyclopent-3-en-1-oxy)diphenylsilane C(C)(C)(C)[Si](C1=CC=CC=C1)(C1=CC=CC=C1)OC1CC=CC1